C[C@H]1CC[C@@H](NC1)C1=CC2=CNN=C2C=C1 5-((2R,5S)-5-methylpiperidin-2-yl)-2H-indazole